C(C)(CC)OC(CC1CCN(CC1)C([C@H](CC(C)C)N1C([C@@H](NCC1)CC(C)C)=O)=O)=O.C(C)(CC)C1=C(C=C(C=C1)C(C)CC)N 1,4-di-sec-butyl-aminobenzene sec-Butyl-(1-{(S)-2-[(S)-3-isobutyl-2-oxo-1-piperazinyl]-4-methylvaleryl}-4-piperidyl)acetate